N-methyl-(tetrahydrofuran-3-yl)methanamine CNCC1COCC1